N-(5-(2-(3,3-dimethylazetidin-1-yl)acetamido)-2-methylpyridin-3-yl)-7-(2-(1-hydroxyethyl)-1-methyl-1H-imidazol-4-yl)-[1,2,4]triazolo[4,3-a]pyridine-3-carboxamide CC1(CN(C1)CC(=O)NC=1C=C(C(=NC1)C)NC(=O)C1=NN=C2N1C=CC(=C2)C=2N=C(N(C2)C)C(C)O)C